N-octadecyl-2-(3-methoxy-4-tetrahydropyranyloxyphenyl)-3,5,7-tritetrahydropyranyloxyquinolin-4-one C(CCCCCCCCCCCCCCCCC)N1C(=C(C(C2=C(C=C(C=C12)OC1OCCCC1)OC1OCCCC1)=O)OC1OCCCC1)C1=CC(=C(C=C1)OC1OCCCC1)OC